OC1CCN(CC1)C1=C(C=C2C(=N1)N=C(O2)N2CCOCC2)C(=O)NC2=NC(=CC=C2)OC 5-(4-Hydroxypiperidin-1-yl)-N-(6-methoxypyridin-2-yl)-2-morpholinooxazolo[4,5-b]pyridine-6-carboxamide